3-[2-amino-5-(2-methoxy-6-methyl-4-pyridyl)thiazol-4-yl]benzonitrile NC=1SC(=C(N1)C=1C=C(C#N)C=CC1)C1=CC(=NC(=C1)C)OC